2,3-epoxycyclohexane-1-ol C1(C2C(CCC1)O2)O